C(C)OC(CC=1N=C(SC1)C1=CC=C2C=CC=C(C2=C1)OCCN1CCN(CC1)CCC(=O)OC(C)(C)C)=O Tert-Butyl 3-(4-(2-((7-(4-(2-Ethoxy-2-Oxoethyl)Thiazol-2-yl)Naphthalen-1-yl)Oxy)Ethyl)Piperazin-1-yl)Propanoate